(4-(2-(3,4-dimethoxyphenyl)-3-ethyl-1H-indol-5-yl)piperidin-1-yl)(piperidin-3-yl)methanone COC=1C=C(C=CC1OC)C=1NC2=CC=C(C=C2C1CC)C1CCN(CC1)C(=O)C1CNCCC1